Cl.N[C@@H]1C(N(C2=C(OC1)C=CC(=C2)OCC(=O)NC2CC2)C)=O (S)-2-((3-amino-5-methyl-4-oxo-2,3,4,5-tetrahydrobenzo[b][1,4]oxazepin-7-yl)oxy)-N-cyclopropylacetylamine hydrochloride